FC(C1=CC=C(CNC(=O)C23CC4(CC(CC(C2)C4)C3)C3=CC=C(C=C3)Cl)C=C1)(F)F 3-(4-Chloro-phenyl)-adamantane-1-carboxylic acid 4-trifluoromethyl-benzylamide